(S)-1-(4-(difluoromethoxy)phenyl)ethan-1-amine FC(OC1=CC=C(C=C1)[C@H](C)N)F